C(#N)C=1C=CC=2C3=C(NC2C1)C(=C(C=N3)C(=O)NCCC(C)(C)O)NC(C)C 7-cyano-N-(3-hydroxy-3-methylbutyl)-4-(isopropylamino)-5H-pyrido[3,2-b]indole-3-carboxamide